6-(4-(3-((cyclopropylamino)methyl)pyrrolidin-1-yl)-6-fluoro-8-(methylamino)-9H-pyrido[2,3-b]indol-3-yl)-1-methyl-4-oxo-1,4-dihydro-1,8-naphthyridine-3-carboxylic acid C1(CC1)NCC1CN(CC1)C1=C(C=NC=2NC3=C(C=C(C=C3C21)F)NC)C=2C=C1C(C(=CN(C1=NC2)C)C(=O)O)=O